COC(C1=CC=C(C=C1)CN(C1CC1)C(=O)OC(C)(C)C)=O 4-(((tert-Butoxycarbonyl)(cyclopropyl)amino)methyl)benzoic acid methyl ester